bis(1,1-dimethylethylthio)disilane CC(C)(S[SiH]([SiH3])SC(C)(C)C)C